bis-styryl-benzene methyl-2-bromo-5-((4-(cyclopentylamino)-5-fluoropyrimidin-2-yl)amino)-benzoate COC(C1=C(C=CC(=C1)NC1=NC=C(C(=N1)NC1CCCC1)F)Br)=O.C(=CC1=CC=CC=C1)C1=C(C=CC=C1)C=CC1=CC=CC=C1